C(C)(C)(C)NC(OC1CCCC1)=O cyclopentyl tert-butylcarbamate